C1(=CC=CC=C1)C1=CC=CC=2C1=NSN2 7-phenylbenzo[C][1,2,5]thiadiazole